COC1=CC=C(CN2C(C(CC2)(C=C)C2=NN=C(O2)C2=NC=CC=C2N(C(OC(C)(C)C)=O)C2=CC=C(C=C2)C(F)(F)F)=O)C=C1 tert-butyl (2-(5-(1-(4-methoxybenzyl)-2-oxo-3-vinylpyrrolidin-3-yl)-1,3,4-oxadiazol-2-yl)pyridin-3-yl)(4-(trifluoromethyl)phenyl)carbamate